FC=1C(=C(C=CC1F)[C@H]1[C@@H](O[C@]([C@H]1C)(C(F)(F)F)C)C(=O)NC=1C=CC=2N(C1)N=NN2)OC |r| rac-(2r,3s,4s,5r)-3-(3,4-difluoro-2-methoxyphenyl)-4,5-dimethyl-N-(tetrazolo[1,5-a]pyridin-6-yl)-5-(trifluoromethyl)tetrahydrofuran-2-carboxamide